magnesium tetramethylpiperidine CC1C(N(CCC1)C)(C)C.[Mg]